FC1(CCN(CC1)CCS(=O)(=O)NCCCCCCCCCCCCCC(=O)O)F 14-((2-(4,4-difluoropiperidin-1-yl)ethyl)sulfonamido)tetradecanoic acid